ClC1=C(C=C(C(=C1)F)C1=NC=NC2=CC(=CC=C12)N1CCOCC1)C(C(=O)N)C1=NC=CC=C1Cl 2-[2-Chloro-4-fluoro-5-(7-morpholin-4-yl-quinazolin-4-yl)-phenyl]-2-(3-chloro-pyridin-2-yl)-acetamide